C1(=CC=CC=C1)S(=O)(=O)O.COC(CC[C@H]1C=2N(C3=C(C(=N1)C1=NC=CC=C1)C=C(C=C3)Br)C(=CN2)C)=O 3-[(4S)-8-Bromo-1-methyl-6-(2-pyridinyl)-4H-imidazo[1,2-a][1,4]benzodiazepine-4-yl]propionic acid methyl ester benzenesulfonate